C(C)OC1=C(NC2=NNC3=CC(=CC=C23)[C@@H]2C[C@@]23C(N(C2=CC=C(C=C32)OC)C)=O)C=CC(=C1)S(=O)(=O)C (1R,2S)-2-{3-[2-ethoxy-4-(methanesulfonyl)anilino]-1H-indazol-6-yl}-5'-methoxy-1'-methylspiro[cyclopropane-1,3'-indol]-2'(1'H)-one